ethyl 3-amino-4-bromo-1H-pyrrole-2-carboxylate NC1=C(NC=C1Br)C(=O)OCC